6,7-dibromo-5-(3-fluoro-4-((4-methylpyrimidin-2-yl)oxy)phenyl)-5H-pyrrolo[3,2-d]pyrimidin-4-amine BrC1=C(C=2N=CN=C(C2N1C1=CC(=C(C=C1)OC1=NC=CC(=N1)C)F)N)Br